C1(CCCC1)OCCN(CCC(C(=O)O)NC(CC(C)(C)C)=O)CCCCC1=NC=2NCCCC2C=C1 4-[2-(cyclopentoxy)ethyl-[4-(5,6,7,8-tetrahydro-1,8-naphthyridin-2-yl)butyl]amino]-2-(3,3-dimethylbutanoylamino)butanoic acid